N-[4-fluoro-5-(4-pyrrolidin-1-ylphenyl)-2-[rac-(3R,5S)-3,4,5-trimethylpiperazin-1-yl]phenyl]-6-oxo-4-(trifluoromethyl)-1H-pyridine-3-carboxamide FC1=CC(=C(C=C1C1=CC=C(C=C1)N1CCCC1)NC(=O)C1=CNC(C=C1C(F)(F)F)=O)N1C[C@H](N([C@H](C1)C)C)C |r|